NC1=NN(C=2CN(CCC21)CC)C(=O)C2CCNC1=C(C=C(C=C21)F)C (3-amino-6-ethyl-4,5,6,7-tetrahydropyrazolo[3,4-c]pyridin-1-yl)(6-fluoro-8-methyl-1,2,3,4-tetrahydroquinolin-4-yl)methanone